bis(2,2,2-trifluoroacetoxy)palladium FC(C(=O)O[Pd]OC(C(F)(F)F)=O)(F)F